Ethyl 3-methyl-5-(thiazol-4-yl)isoxazole-4-carboxylate CC1=NOC(=C1C(=O)OCC)C=1N=CSC1